(R)-2,3-dichloro-6,7,7a,8,10,11-hexahydro-9H-pyrazino[1,2-d]pyrido[3,2-b][1,4]thiazepin ClC=1C(=CC=2SCC[C@H]3N(C2N1)CCNC3)Cl